11-Bromo-9-methyl-5,6-dihydro-7H-benzo[c]xanthen-7-one-2-d BrC=1C=2OC=3C4=C(CCC3C(C2C=C(C1)C)=O)C=CC(=C4)[2H]